OCC1OC=C(C(C1O)O)C(F)(F)F 2-(hydroxymethyl)-5-(trifluoromethyl)-3,4-dihydro-2H-pyran-3,4-diol